COC1=CC=C(C=N1)C(CN1CCN(CC1)CC1=CC(=CC=C1)[N+](=O)[O-])S(=O)(=O)N (6-methoxypyridin-3-yl)-2-{4-[(3-nitrophenyl)methyl]piperazin-1-yl}ethanesulfonamide